(S)-Ethyl 3-(3-(hex-5-en-1-yl)azetidin-1-yl)-3-(2-methylpyrimidin-5-yl)propanoate C(CCCC=C)C1CN(C1)[C@@H](CC(=O)OCC)C=1C=NC(=NC1)C